2'-chloro-6',7'-dihydrospiro[cyclobutane-1,8'-cyclopenta[e]pyrazolo[1,5-a]pyrimidine]-6'-carbonitrile ClC1=NN2C(N=CC3=C2C2(CC3C#N)CCC2)=C1